(6aR,8R)-5-(4-(trifluoromethyl)phenyl)-6,6a,7,8,9,10-hexahydro-5H-pyrido[1,2-a]quinoxaline-8-carboxylic acid FC(C1=CC=C(C=C1)N1C[C@@H]2N(C=3C=CC=CC13)CC[C@H](C2)C(=O)O)(F)F